1-(2-((4-((2-(dimethylamino)ethyl)(methyl)amino)-2-methoxy-5-nitrophenyl)amino)pyrimidin-4-yl)-5-fluoro-3-methyl-1H-benzo[d]imidazol-2(3H)-one CN(CCN(C1=CC(=C(C=C1[N+](=O)[O-])NC1=NC=CC(=N1)N1C(N(C2=C1C=CC(=C2)F)C)=O)OC)C)C